S-(4-Methylphenyl)-S-methyl-sulfoximine CC1=CC=C(C=C1)S(=O)(=N)C